(R)-3,4-dichloro-2-(3-cyclopentyl-6,7-dihydro-5H-pyrrolo[1,2-a]imidazol-6-yl)phenol ClC=1C(=C(C=CC1Cl)O)[C@H]1CC=2N(C(=CN2)C2CCCC2)C1